C(C)(C)(C)OC1=NC=C(C(=N1)OC(C)(C)C)C=1C=C2C(=NN1)N(N=C2O[C@@H](C(F)F)C2=CC(=NC=C2)C=O)C 4-[(1R)-1-[5-(2,4-ditert-butoxypyrimidin-5-yl)-1-methyl-pyrazolo[3,4-c]pyridazin-3-yl]oxy-2,2-difluoro-ethyl]pyridine-2-carbaldehyde